[Cl-].[Cl-].C[SiH](C)[Hf+2](C1(C=CC=C1)CCCC)C1(C=CC=C1)CCCC dimethylsilylbis(n-butylcyclopentadienyl)hafnium dichloride